CO\C=C/1\CC(N(CC1)C(=O)OC(C)(C)C)C(=O)OC(C)(C)C ditert-butyl (4E)-4-(methoxymethylene)piperidine-1,2-dicarboxylate